C(C1=CC=CC=C1)OC=1C(=NC2=C(C=CC=C2C1)C1=C(C=NC=C1)F)C(CCC(=O)OCC)=O ethyl 4-[3-(benzyloxy)-8-(3-fluoropyridin-4-yl) quinolin-2-yl]-4-oxobutanoate